CNC(=O)C1CCC(CC1)NC=1SC2=C(N1)C=CC=C2C=2C=C(C=CC2)C2=CC=C(O2)P(O)(O)=O [5-[3-[2-[[4-(methylcarbamoyl)cyclohexyl]amino]-1,3-benzothiazol-7-yl]phenyl]-2-furyl]phosphonic acid